(S)-3-mercapto-2-(methoxymethoxy)propan-1-ol SC[C@H](CO)OCOC